aza-L-iduronic acid O=N[C@H](O)[C@@H](O)[C@H](O)[C@@H](O)C(=O)O